C(C)S(=O)(=O)N1CCC(=CC1)C1=CC2=C(N=C(S2)NC(=O)[C@@H]2CN(CC2)C#N)C=C1 (S)-N-(6-(1-ethanesulfonyl-1,2,3,6-tetrahydropyridin-4-yl)benzo[d]thiazol-2-yl)-1-cyanopyrrolidine-3-carboxamide